4-((1-(3-ethoxy-4-methylbenzyl)-4-fluoropiperidin-4-yl)methoxy)benzoic acid C(C)OC=1C=C(CN2CCC(CC2)(F)COC2=CC=C(C(=O)O)C=C2)C=CC1C